1-tert-butylimino-2,3-dimethylbutan-2-olate C(C)(C)(C)N=CC(C(C)C)([O-])C